3-benzyl-N-(8-bromo-1-methyl-2-oxo-2,3,4,5-tetrahydro-1H-pyrrolo[1,2-a][1,3]diazepin-3-yl)-1H-1,2,4-triazole-5-carboxamide C(C1=CC=CC=C1)C1=NNC(=N1)C(=O)NC1C(N(C=2N(CC1)C=C(C2)Br)C)=O